FC1=C(OP(=O)(OC2=CC=CC=C2)N[C@@H](C)C(=O)OCC(CCC)CCC)C(=C(C(=C1F)F)F)F 2-propylpentyl ((perfluorophenoxy)(phenoxy)phosphoryl)-L-alaninate